OC1=CC=C(C=C1)CN1N=CC=C1 1-(4-hydroxyphenylmethyl)-1H-pyrazole